CC(CCC1=CC2=C(OCO2)C=C1)O alpha-methyl-1,3-Benzodioxol-5-propanol